N1=C(C=CC=C1)C=1N=CC(=NC1)C(=O)N 5-(pyridin-2-yl)pyrazine-2-carboxamide